C(C=C)(=O)N1C(CC(CC1)N1C=NC=2C(=NC=3C(=C(C(=CC3C21)Cl)C=2C=CC(=C1C=CC=NC21)F)F)N2CC(C2)N(C)C)CC#N 2-(1-acryloyl-4-(8-chloro-4-(3-(dimethylamino)azetidin-1-yl)-6-fluoro-7-(5-fluoroquinolin-8-yl)-1H-imidazo[4,5-c]quinolin-1-yl)piperidin-2-yl)acetonitrile